3-(4-((3-(5-((1r,3r)-3-((5-(5H-pyrido[4,3-b]indol-7-yl)pyridin-2-yl)oxy)cyclobutoxy)pyridin-2-yl)prop-2-yn-1-yl)amino)-1-oxoisoindolin-2-yl)piperidine-2,6-dione C1=NC=CC=2NC=3C=C(C=CC3C21)C=2C=CC(=NC2)OC2CC(C2)OC=2C=CC(=NC2)C#CCNC2=C1CN(C(C1=CC=C2)=O)C2C(NC(CC2)=O)=O